8-chloro-1-(4-methoxy-4-methylcyclohexyl)-N-(propan-2-yl)-5,6-dihydro-4H-[1,2,4]triazolo[4,3-a][1]benzazepin-5-amine ClC=1C=CC2=C(CC(CC=3N2C(=NN3)C3CCC(CC3)(C)OC)NC(C)C)C1